(R)-2-(4-(4H-1,2,4-triazol-4-yl)phenyl)-2-amino-4,4-dimethylpentanoic acid isopropyl ester C(C)(C)OC([C@](CC(C)(C)C)(N)C1=CC=C(C=C1)N1C=NN=C1)=O